isobutyl 4'-bromomethyl-2-biphenylcarboxylate BrCC1=CC=C(C=C1)C=1C(=CC=CC1)C(=O)OCC(C)C